5-((R)-1-(2-((S)-4-Aminobut-2-yloxy)-5-fluorophenyl)ethylamino)pyrazolo[1,5-a]pyrimidine-3-carboxylic acid NCC[C@H](C)OC1=C(C=C(C=C1)F)[C@@H](C)NC1=NC=2N(C=C1)N=CC2C(=O)O